(S)-4-(3-(4-Chloro-3-(trifluoromethyl)phenethyl)-3-(dimethylamino)piperidin-1-yl)-N-(2,4-dimethoxybenzyl)-2,6-difluoro-N-(pyrimidin-4-yl)benzenesulfonamide ClC1=C(C=C(CC[C@]2(CN(CCC2)C2=CC(=C(C(=C2)F)S(=O)(=O)N(C2=NC=NC=C2)CC2=C(C=C(C=C2)OC)OC)F)N(C)C)C=C1)C(F)(F)F